C(C)(C)[C@H]1[C@@H](C[C@@H](CC1)C)NC(OC1=CC=C(C=C1)C(C)(C)C)=O 4-tert-Butylphenyl (1R,2S,5R)-2-isopropyl-5-methylcyclohexylcarbamate